(2-((1H-1,2,4-triazol-1-yl)methyl)-2-(2,4-dichlorophenyl)-1,3-dioxolan-4-yl)methanol N1(N=CN=C1)CC1(OCC(O1)CO)C1=C(C=C(C=C1)Cl)Cl